2-{[6-[6-[(4-cyano-2-fluoro-phenyl)methoxy]-2-pyridyl]-3-pyridyl]Methyl}-3-(2-methoxyethyl)benzimidazole-5-carboxylic acid methyl ester COC(=O)C1=CC2=C(N=C(N2CCOC)CC=2C=NC(=CC2)C2=NC(=CC=C2)OCC2=C(C=C(C=C2)C#N)F)C=C1